C1(=CC=CC=C1)C=1[Si](C(=C(C1C1=CC=CC=C1)C1=CC=CC=C1)C1=CC=CC=C1)(C)C 2,3,4,5-tetraphenyl-1,1-dimethylsilol